COC(=O)C=1N=NC(=CC1OC)Cl 6-Chloro-4-methoxypyridazine-3-carboxylic acid methyl ester